FC(CN1N=CC=2C1=NC(=CN2)N2CC1(CCC2)CCN(CC1)C1=CC(=NC=C1)C(F)(F)F)F 2-[1-(2,2-difluoroethyl)-1H-pyrazolo[3,4-b]pyrazin-6-yl]-9-[2-(trifluoromethyl)pyridin-4-yl]-2,9-diazaspiro[5.5]undecane